((1R,5S)-3-(8-fluoro-7-(3-hydroxynaphthalen-1-yl)-2-(((S)-1-methylpyrrolidin-2-yl)methoxy)quinazolin-4-yl)-3,8-diazabicyclo[3.2.1]octan-8-yl)((2S,4R)-4-hydroxypyrrolidin-2-yl)methanone FC=1C(=CC=C2C(=NC(=NC12)OC[C@H]1N(CCC1)C)N1C[C@H]2CC[C@@H](C1)N2C(=O)[C@H]2NC[C@@H](C2)O)C2=CC(=CC1=CC=CC=C21)O